2-methyl-2-(5-methyl-4-nitro-1H-pyrazol-1-yl)propionitrile CC(C#N)(C)N1N=CC(=C1C)[N+](=O)[O-]